OC=1C=C(C=CC1)\C=C/C(=O)C1=CC=C(C=C1)OCCOC (Z)-3-(3-Hydroxyphenyl)-1-[4-(2-methoxyethoxy)phenyl]prop-2-en-1-one